CC(=C=CCC(C)=O)CCCC(CCC=C(C)C)C 6,10,14-trimethylpentadec-4,5,13-trien-2-one